(Z)-5-((4-phenylpyridin-2-yl)methylene)thiazolidine-2,4-dione C1(=CC=CC=C1)C1=CC(=NC=C1)\C=C/1\C(NC(S1)=O)=O